COC=1C=C(C=CC1C)N1C(=C2C(N(N=CC2=C1C)C1=NC=CC=C1)=O)C 6-(3-methoxy-4-methylphenyl)-5,7-dimethyl-2-(pyridin-2-yl)-2,6-dihydro-1H-pyrrolo[3,4-d]pyridazin-1-one